2,2'-azobis[3-ethylbenzothiazoline-6-sulfonic acid]-diammonium salt [NH4+].[NH4+].N(=NC1SC2=C(N1CC)C=CC(=C2)S(=O)(=O)[O-])C2SC1=C(N2CC)C=CC(=C1)S(=O)(=O)[O-]